ethyl (4-chloro-2-iodophenyl)alaninate ClC1=CC(=C(C=C1)N[C@@H](C)C(=O)OCC)I